4-(1-phenyl-1H-pyrazol-4-yl)-N-propyl-N-[(3S)-pyrrolidin-3-yl]thiophene-2-carboxamide C1(=CC=CC=C1)N1N=CC(=C1)C=1C=C(SC1)C(=O)N([C@@H]1CNCC1)CCC